FC=1C(=C(C=CC1F)[C@H]1[C@@H](O[C@]([C@H]1OC)(C(F)(F)F)C)C(=O)NC1=CC(=NC=C1)C(=O)N)OC 4-((2R,3R,4S,5R)-3-(3,4-difluoro-2-methoxyphenyl)-4-methoxy-5-methyl-5-(trifluoromethyl)tetrahydrofuran-2-carboxamido)pyridineamide